1-(2-methyl-5-(1-phenylethoxy)benzofuran-3-carboxamido)cyclobutane-1-carboxylic acid CC=1OC2=C(C1C(=O)NC1(CCC1)C(=O)O)C=C(C=C2)OC(C)C2=CC=CC=C2